(2-(di(naphthalene-2-yl)methyl)-6-methoxybenzofuran-3-yl)diphenyl-phosphine oxide C1=C(C=CC2=CC=CC=C12)C(C=1OC2=C(C1P(C1=CC=CC=C1)(C1=CC=CC=C1)=O)C=CC(=C2)OC)C2=CC1=CC=CC=C1C=C2